(3-(9,9-dimethyl-9H-fluoren-2-yl)phenyl)boronic acid CC1(C2=CC=CC=C2C=2C=CC(=CC12)C=1C=C(C=CC1)B(O)O)C